5-bromo-N-(2,4-dimethoxybenzyl)imidazo[1,5-a]pyrazin-8-amine BrC1=CN=C(C=2N1C=NC2)NCC2=C(C=C(C=C2)OC)OC